CC1(C(OCN2C=CC=3N(C(N(COC(C(CCCC1)(C)C)=O)C(C23)=O)=S=O)CCOC(C)C)=O)C 5,5,10,10-tetramethyl-16-[2-(prop-2-yloxy)ethyl]-15-sulfinyl-3,12-dioxa-1,14,16-triazatricyclo[12.5.2.0^{17,20}]Heneicosan-17(20),18-diene-4,11,21-trione